Aza-Benzoxazol O1N=NC2=C1C=CC=C2